O=C1N(C(CC1)=O)OC(CCCCCCCCCCC(=O)NCCO[C@H]1[C@@H](O)[C@@H](O[C@@H]2[C@@H](O)[C@@H](O)[C@H](O)[C@H](O2)CO)[C@H](O)[C@H](O1)CO[C@@H]1[C@@H](O)[C@@H](O)[C@H](O)[C@H](O1)CO)=O 12-[(2,5-Dioxopyrrolidin-1-yl)oxy]-N-(2-{[α-D-mannopyranosyl-(1→3)-[α-D-mannopyranosyl-(1→6)]-β-D-mannopyranosyl]oxy}ethyl)-12-oxo-dodecanamide